N=1N2C3=C(C=CC=C3C1C#N)CC2 6,7-dihydropyrrolo[3,2,1-hi]Indazole-2-carbonitrile